chlorobis(diisopropylamino)phosphine ClP(N(C(C)C)C(C)C)N(C(C)C)C(C)C